FC1=C(C=CC=C1)S(=O)(=O)N1C=C(C2=CC=CC=C12)C=O 1-(2-fluorobenzenesulfonyl)-1H-indole-3-carbaldehyde